2-methoxy-5-[2-(thiazol-5-yl)propan-2-yl]aniline COC1=C(N)C=C(C=C1)C(C)(C)C1=CN=CS1